CN1C(CN(CC1=O)C(=O)OCC1=CC=CC=C1)C(=O)OC 1-benzyl 3-methyl 4-methyl-5-oxopiperazine-1,3-dicarboxylate